C(C1=CC=CC=C1)OCCN[C@H](C)C1=CC(=C(C(=C1)OC)Br)OC (1R)-N-[2-(benzyloxy)ethyl]-1-(4-bromo-3,5-dimethoxyphenyl)ethane-1-amine